undecyl 9-heptyl-20-(2-hydroxyethyl)-7,7-dimethyl-8,10-dioxa-20-aza-7-silahexacosane-26-carboxylate C(CCCCCC)C(O[Si](CCCCCC)(C)C)OCCCCCCCCCN(CCCCCCC(=O)OCCCCCCCCCCC)CCO